methyl (S,E)-2'-oxo-5'-(2,2,5-trimethyl-4-oxo-3,8,11-trioxa-5-azatetradec-13-en-14-yl)-1,1',2',3-tetrahydrospiro[indene-2,3'-pyrrolo[2,3-b]pyridine]-5-carboxylate O=C1[C@@]2(C=3C(=NC=C(C3)/C=C/COCCOCCN(C(OC(C)(C)C)=O)C)N1)CC1=CC=C(C=C1C2)C(=O)OC